BrC=1C=CC=C2C=NN(C12)C(C)(C)C 7-bromo-1-tert-butyl-1H-indazole